1-[6,7-dichloro-10-(1H-pyrazol-4-yl)-3,4-dihydro-1H-pyrazino[1,2-a]indol-2-yl]-2-(1H-pyrazol-5-yl)ethanone ClC1=C(C=CC=2C(=C3N(C12)CCN(C3)C(CC3=CC=NN3)=O)C=3C=NNC3)Cl